(6-(2-((6,6-difluorospiro[3.3]heptan-2-yl)amino)pyrrolo[2,1-f][1,2,4]triazin-5-yl)imidazo[1,2-a]pyridin-3-yl)(pyrrolidin-1-yl)methanone FC1(CC2(CC(C2)NC2=NN3C(C=N2)=C(C=C3)C=3C=CC=2N(C3)C(=CN2)C(=O)N2CCCC2)C1)F